tert-butyl ((2S)-1-((1R,2S,5S)-2-((1-amino-1-oxo-3-(2-oxopyrrolidin-1-yl)propan-2-yl)carbamoyl)-6,6-dimethyl-3-azabicyclo[3.1.0]hexan-3-yl)-3,3-dimethyl-1-oxobutan-2-yl)carbamate NC(C(CN1C(CCC1)=O)NC(=O)[C@@H]1[C@H]2C([C@H]2CN1C([C@H](C(C)(C)C)NC(OC(C)(C)C)=O)=O)(C)C)=O